C(C(=C)C)(=O)OC(C)CCCCCCCCCCCCC 2-methacryloxypentadecane